C(C)(C)(C)OC(=O)N=S(=O)(C1=CC=C(C=C1)OC)N1[C@@H](CCC1)C(=O)OC Methyl (N-(tert-butoxycarbonyl)-4-methoxyphenylsulfonimidoyl)-L-prolinate